(S)-10-((2-(3-oxa-8-azabicyclo[3.2.1]octan-8-yl)-5-fluoropyrimidin-4-yl)amino)-2-cyclopropyl-3,3-difluoro-7-methyl-1,2,3,4-tetrahydro-[1,4]oxazepino[2,3-c]quinolin-6(7H)-one C12COCC(CC1)N2C2=NC=C(C(=N2)NC2=CC=1C3=C(C(N(C1C=C2)C)=O)OCC([C@@H](N3)C3CC3)(F)F)F